(1R,2S,5S)-N-((R)-1-cyano-2-((S)-2-oxopyrrolidin-3-yl)ethyl)-3-(9-hydroxy-9H-fluorene-9-carbonyl)-6,6-dimethyl-3-azabicyclo[3.1.0]hexane-2-carboxamide C(#N)[C@@H](C[C@H]1C(NCC1)=O)NC(=O)[C@@H]1[C@H]2C([C@H]2CN1C(=O)C1(C2=CC=CC=C2C=2C=CC=CC12)O)(C)C